3,3,4,4,5,5,6,6,7,7,8,8,8-tridecafluorooctyltrichlorosilane FC(CC[Si](Cl)(Cl)Cl)(C(C(C(C(C(F)(F)F)(F)F)(F)F)(F)F)(F)F)F